N1,N4-bis([1,1'-biphenyl]-4-yl)-N1,N4-bis(4-(9-phenyl-9H-carbazol-3-yl)phenyl)benzene-1,4-diamine C1(=CC=C(C=C1)N(C1=CC=C(C=C1)N(C1=CC=C(C=C1)C=1C=CC=2N(C3=CC=CC=C3C2C1)C1=CC=CC=C1)C1=CC=C(C=C1)C1=CC=CC=C1)C1=CC=C(C=C1)C=1C=CC=2N(C3=CC=CC=C3C2C1)C1=CC=CC=C1)C1=CC=CC=C1